Carboxymethyl-Guanine C(=O)(O)CNC=1NC(C=2NC=NC2N1)=O